2-(4-(5-Chloro-2-(1H-tetrazol-1-yl)phenyl)-2,5-dioxapiperazin-1-yl)-4-methoxybutyric acid ClC=1C=CC(=C(C1)N1CON(CO1)C(C(=O)O)CCOC)N1N=NN=C1